2-butyl-8-methoxy-2-methyl-4-(7-methylimidazo[1,2-b]pyridazin-3-yl)-2H-benzo[e][1,3]oxazine C(CCC)C1(OC2=C(C(=N1)C1=CN=C3N1N=CC(=C3)C)C=CC=C2OC)C